OC=1C=C(C(=O)OCC(COC(C(=C)C)=O)O)C=CC1O 2-hydroxy-3-(methacryloyloxy)propyl 3,4-dihydroxybenzoate